BrCC(=O)C=1C=CC(=NC1)C1(CN(CC1)C(=O)OC(C)(C)C)F tert-butyl 3-(5-(2-bromoacetyl)pyridin-2-yl)-3-fluoropyrrolidine-1-carboxylate